FC(CC(F)(F)F)N1CCOCC1 tetrafluoropropyl-morpholine